C(CC=CCCC#N)#N hept-3-enedinitrile